6-(isobutylamino)-4-(6-(6-((6-methoxypyridin-3-yl)methyl)-3,6-diazabicyclo[3.1.1]heptan-3-yl)pyridin-3-yl)pyrazole C(C(C)C)NC1(C=CC(=CN1)C=1C=NNC1)N1CC2N(C(C1)C2)CC=2C=NC(=CC2)OC